tert-butyl N-[7-fluoro-4-(4,4,5,5-tetramethyl-1,3,2-dioxaborolan-2-yl)benzothiophen-2-yl]carbamate FC1=CC=C(C=2C=C(SC21)NC(OC(C)(C)C)=O)B2OC(C(O2)(C)C)(C)C